7-((2R,4S,5R)-5-((bis(4-methoxyphenyl)(phenyl)methoxy)methyl)-4-hydroxytetrahydrofuran-2-yl)-3,7-dihydro-4H-pyrrolo[2,3-d]pyrimidin-4-one COC1=CC=C(C=C1)C(OC[C@@H]1[C@H](C[C@@H](O1)N1C=CC2=C1N=CNC2=O)O)(C2=CC=CC=C2)C2=CC=C(C=C2)OC